4-((methoxymethoxy)carbonyl)-2,3,5,6-tetramethylphenyl 3-fluoro-4-hydroxy-2,5,6-trimethylbenzoate FC=1C(=C(C(=O)OC2=C(C(=C(C(=C2C)C)C(=O)OCOC)C)C)C(=C(C1O)C)C)C